C1(CC1)S(=O)(=O)NC=1SC(=C(N1)C(C(=O)NC1=CC=C(C=C1)C=1C=NC=CC1)(C)C)C 2-(2-(cyclopropanesulfonamido)-5-methylthiazol-4-yl)-2-methyl-N-(4-(pyridin-3-yl)phenyl)propanamide